1-(4-(2-(2,6-dimethylpyridin-4-yl)-3-isopropyl-1H-indol-5-yl)piperidin-1-yl)-2-(3-(trifluoromethyl)-1H-pyrazol-1-yl)ethan-1-one CC1=NC(=CC(=C1)C=1NC2=CC=C(C=C2C1C(C)C)C1CCN(CC1)C(CN1N=C(C=C1)C(F)(F)F)=O)C